(3R,4R)-4-amino-1-benzylpiperazine NN1CCN(CC1)CC1=CC=CC=C1